ethyl 3-(3-hydroxy-5-(2-phenylthiazol-5-yl) pyridinecarboxamido)-2,2-dimethylpropionate OC=1C(=NC=C(C1)C1=CN=C(S1)C1=CC=CC=C1)C(=O)NCC(C(=O)OCC)(C)C